N[C@H](C(=O)O)[C@H](O)C1=CC(=C(C=C1)F)[N+](=O)[O-] (2S,3R)-2-amino-3-(4-fluoro-3-nitrophenyl)-3-hydroxypropanoic acid